C(C)(=O)N1CCC(CC1)(OCC)C=1CN(C2=C(C(=NC(=C2C1)Cl)C)OCC1=CC=CC=C1)C 3-(1-acetyl-4-ethoxypiperidin-4-yl)-8-(benzyloxy)-5-chloro-1,7-dimethyl-1,6-naphthyridine